4-(aminomethyl)oxazolidin-2-one NCC1NC(OC1)=O